8,9-Dimethyl-7-(3-((1-oxidotetrahydro-1λ6-thiophen-1-ylidene)amino)-7,8-dihydro-1,6-naphthyridin-6(5H)-yl)-4H-pyrimido[1,2-b]pyridazin-4-one CC1=C(C=2N(N=C1N1CC=3C=C(C=NC3CC1)N=S1(CCCC1)=O)C(C=CN2)=O)C